NCCC1CN(C1)C(=O)OC(C)(C)C tert-Butyl 3-(2-aminoethyl)azetidine-1-carboxylate